((6-chloro-2-(piperazin-1-yl)pyrido[3,4-d]pyrimidin-4-yl)amino)-N-phenylethane-1-sulfonamide ClC1=CC2=C(N=C(N=C2NC(C)S(=O)(=O)NC2=CC=CC=C2)N2CCNCC2)C=N1